C(C)(C)(C)C(CCO)CCO 3-tert.-butyl-1,5-pentanediol